6-fluoro-5-[4-[6-[2-[2-[2-[2-[2-(2-iodoethoxy)ethoxy]ethoxy]ethoxy]ethoxy]ethoxy]-3,8a-dihydroimidazo[1,2-a]-pyridin-2-yl]phenyl]-N,N-dimethyl-pyridin-2-amine FC1=C(C=CC(=N1)N(C)C)C1=CC=C(C=C1)C1=NC2N(C=C(C=C2)OCCOCCOCCOCCOCCOCCI)C1